FC1=CC=C(C=C1)NC(=O)C1=NNC2=CC=C(C=C12)[N+](=O)[O-] N-(4-fluorophenyl)-5-nitro-1H-indazole-3-carboxamide